(S)-(4-hydroxypiperidin-1-yl)(methylsulfinyl)methanone OC1CCN(CC1)C(=O)[S@@](=O)C